2-{[(2R,3R)-3-(2-chlorophenyl)-2-(2,4-difluorophenyl)oxiran-2-yl]methyl}-2,4-dihydro-3H-1,2,4-triazole-3-thione ClC1=C(C=CC=C1)[C@@H]1[C@@](O1)(C1=C(C=C(C=C1)F)F)CN1N=CNC1=S